Z-butylbenzyl carbamate C(N)(OC(C1=CC=CC=C1)CCCC)=O